BrC1=CC(=C(O[C@H](CCC(=O)[O-])CF)C=C1F)C(CC)(F)F (R)-2-(4-bromo-2-(1,1-difluoropropyl)-5-fluorophenoxy)-3-fluoropropylacetate